CC=1C=CC(=NC1)NN 1-(5-methylpyridine-2-yl)hydrazine